C(C)(=O)N1CCC(CC1)NC1=C2C=C(N(C2=CC=C1)CC(F)(F)F)C#CCNC1=C(C=C(C=C1)S(=O)(=O)N(C)C)OC 4-[(3-{4-[(1-acetylpiperidin-4-yl)amino]-1-(2,2,2-trifluoroethyl)-1H-indol-2-yl}prop-2-yn-1-yl)amino]-3-methoxy-N,N-dimethylbenzene-1-sulfonamide